BrC1=CC(=C(C(=C1)F)C1CCN(CC1)C1=C(C(=C(C#N)C=C1)C(F)(F)F)F)F 4-[4-(4-bromo-2,6-difluorophenyl)piperidin-1-yl]-3-fluoro-2-(trifluoromethyl)benzonitrile